(2-(2,4-dichlorophenyl)-2-hydroxy-3-(1H-1,2,4-triazol-1-yl)propyl)-2-(6-methoxynaphthalen-2-yl)-N-methylpropanamide ClC1=C(C=CC(=C1)Cl)C(CC(C(=O)NC)(C)C1=CC2=CC=C(C=C2C=C1)OC)(CN1N=CN=C1)O